(E)-3-(2-((4-(2-(4-chloro-2-fluorophenyl)-2-methylbenzo[d][1,3]dioxol-4-yl)piperidin-1-yl)methyl)-1-((R)-tetrahydrofuran-3-yl)-1H-imidazol-5-yl)acrylic acid ClC1=CC(=C(C=C1)C1(OC2=C(O1)C=CC=C2C2CCN(CC2)CC=2N(C(=CN2)/C=C/C(=O)O)[C@H]2COCC2)C)F